N-[(5R,6S)-5-[(2',3'-difluoro[1,1'-biphenyl]-3-yl)methyl]-4-oxo-3-(propan-2-yl)-3,4,5,6,7,8-hexahydroquinazolin-6-yl]ethanesulfonamide FC1=C(C=CC=C1F)C1=CC(=CC=C1)C[C@@H]1C=2C(N(C=NC2CC[C@@H]1NS(=O)(=O)CC)C(C)C)=O